3-methyl-2-caprolactam CC(C1C(=O)N1)CCC